3-bromo-6-(1-methyl-5-(((tetrahydro-2H-pyran-2-yl)oxy)methyl)-1H-1,2,3-triazol-4-yl)picolinic acid ethyl ester C(C)OC(C1=NC(=CC=C1Br)C=1N=NN(C1COC1OCCCC1)C)=O